(R)-8-hydroxyl-3,5-dimethyl-7-propylisochroman-1-one OC=1C(=CC(=C2C[C@H](OC(C12)=O)C)C)CCC